FC1=CC=C(C(=O)NCC=2N=NN(C2)[C@@H](CC(NO)=O)CC=2C=C(C=CC2)C2=CC=C(C=C2)CO)C=C1 (R)-4-fluoro-N-{1-[2-hydroxycarbamoyl-1-(4'-hydroxymethyl-biphenyl-3-ylmethyl)-ethyl]-1H-[1,2,3]-triazol-4-ylmethyl}-benzamide